N5-(2-fluorophenyl)-N6-(4-(trifluoromethyl)phenyl)-[1,2,5]oxadiazolo[3,4-b]pyrazine-5,6-diamine FC1=C(C=CC=C1)NC1=NC=2C(N=C1NC1=CC=C(C=C1)C(F)(F)F)=NON2